Cl.ClC=1C=C(C=CC1)[C@@H](O)C12CCC(CC1)(N2)C (R)-(3-Chlorophenyl)(4-methyl-7-azabicyclo[2.2.1]heptan-1-yl)methanol hydrochloride